[P].[F].[Ca] calcium fluorine phosphorus